CC(C(C)NC(=O)C1=CC(=NN1C)C1CCOCC1)(C)C N-(3,3-dimethylbutan-2-yl)-1-methyl-3-(tetrahydro-2H-pyran-4-yl)-1H-pyrazole-5-carboxamide